CC1=CC=C(C[C@H]2NC(=NOC2)C2=C(C=NC=C2)OC2=CC(=CC=C2)C(F)(F)F)C=C1 |r| (5RS)-5-(4-methylbenzyl)-3-{3-[3-(trifluoro-methyl)phenoxy]pyridin-4-yl}-5,6-dihydro-4H-1,2,4-oxadiazine